2-((4-(3-(Aminomethyl)-3-ethylazetidin-1-yl)pyrimidin-5-yl)oxy)-N-ethyl-5-fluoro-N-Isopropylbenzamide NCC1(CN(C1)C1=NC=NC=C1OC1=C(C(=O)N(C(C)C)CC)C=C(C=C1)F)CC